4-chloro-2-ethylsulfanyl-N-[2-(methylamino)-5-(trifluoromethyl)-3-pyridyl]-5-nitrobenzamide ClC1=CC(=C(C(=O)NC=2C(=NC=C(C2)C(F)(F)F)NC)C=C1[N+](=O)[O-])SCC